CNC1=NC=CC(=C1)C=1N=C2N(C=CC=N2)C1C1=CC2=C(OCCN2C(C)=O)C=C1 1-(6-(2-(2-(Methylamino)pyridin-4-yl)imidazo[1,2-a]pyrimidin-3-yl)-2,3-dihydro-4H-benzo[b][1,4]oxazin-4-yl)ethan-1-one